(S)-4-(2-cyclopropyl-6-(4-((3-methylpiperidin-1-yl)methyl)-2-oxopyrrolo[4,3,2-de]quinolin-1(2H)-yl)pyridin-4-yl)-3-(4-methyl-4H-1,2,4-triazol-3-yl)benzonitrile C1(CC1)C1=NC(=CC(=C1)C1=C(C=C(C#N)C=C1)C1=NN=CN1C)N1C(C=2C=C(N=C3C=CC=C1C23)CN2C[C@H](CCC2)C)=O